6-AMINONICOTINALDEHYDE NC1=NC=C(C=O)C=C1